N-[5-(2,2-difluoroethyl)-4-methoxy-pyrimidin-2-yl]-6-(trifluoromethyl)-1H-indole-3-sulfonamide FC(CC=1C(=NC(=NC1)NS(=O)(=O)C1=CNC2=CC(=CC=C12)C(F)(F)F)OC)F